OC1(CC(C1)N1C=CC2=C1N=NC(=C2)C2=C(C=C1C(CCO1)=C2O)C)C 5-[7-(3-hydroxy-3-methyl-cyclobutyl)pyrrolo[2,3-c]pyridazin-3-yl]-6-methyl-2,3-dihydrobenzofuran-4-ol